6-morpholino-N-((3-(phenylamino)cyclopentyl)methyl)pyrimidin-4-amine O1CCN(CC1)C1=CC(=NC=N1)NCC1CC(CC1)NC1=CC=CC=C1